NC[C@H]1C[C@@H](NC1)C(=O)O (2R,4R)-4-(Aminomethyl)pyrrolidine-2-carboxylic acid